tert-Butyl (1,3-bis(2-(dicyclohexylamino)-2-oxoethoxy)propan-2-yl)carbamate C1(CCCCC1)N(C(COCC(COCC(N(C1CCCCC1)C1CCCCC1)=O)NC(OC(C)(C)C)=O)=O)C1CCCCC1